C(C1=CC=CC=C1)OC=1C(=NN(C1)C=1C=NC=CC1)C(=O)OCC ethyl 4-benzyloxy-1-(pyridin-3-yl)-1H-pyrazole-3-carboxylate